(1R,2R)-1-((2R,3R,4S,6R)-4-acetoxy-3-(2-acetoxyacetamido)-6-((6-((tert-butoxycarbonyl)amino)hexyl)oxy)-6-(methoxy carbonyl) tetrahydro-2H-pyran-2-yl)-3-azidopropane-1,2-diyl diacetate C(C)(=O)O[C@H]([C@@H](CN=[N+]=[N-])OC(C)=O)[C@@H]1O[C@](C[C@@H]([C@H]1NC(COC(C)=O)=O)OC(C)=O)(C(=O)OC)OCCCCCCNC(=O)OC(C)(C)C